P(=O)(OCC1OC(C(C1O)O)N1C(NC(C=C1)=O)=O)(O)O [5-(2,4-dioxopyrimidin-1-yl)-3,4-dihydroxyoxolan-2-yl]methyl dihydrogen phosphate